NC1(CC(C1)OC1=CC=CC=C1)C(=O)NNC1=CC=C(C=C1)Cl 1-amino-N'-(4-chlorophenyl)-3-phenoxycyclobutane-1-carbohydrazide